FC1=CC=C(C=C1)N1N=CC2=CC(=C(C=C12)C)C12C(CN(C1)S(=O)(=O)C)CC(C2)O 3a-(1-(4-fluorophenyl)-6-methyl-1H-indazol-5-yl)-2-(methylsulfonyl)octahydrocyclopenta[c]pyrrol-5-ol